trans-isopropyl N-[4-(5-bromothiazol-2-yl)cyclohexyl]carbamate BrC1=CN=C(S1)[C@@H]1CC[C@H](CC1)NC(OC(C)C)=O